FC(S(=O)(=O)OC1=C(C=CC(=C1)C1=NC(=CC=C1NC(C)C=1C=C(C=C2C(C(=C(OC12)C(C)C)C)=O)C)Cl)C=O)(F)F 5-(6-chloro-3-((1-(2-isopropyl-3,6-dimethyl-4-oxo-4H-chromen-8-yl)ethyl)amino)pyridin-2-yl)-2-formylphenyl trifluoromethanesulfonate